O(C1=CC=CC=C1)C1=CC=C(C=C1)NS(=O)(=O)C1=CC=C(C=C1)C1=CC=C(C=C1)OC(F)(F)F N-(4-phenoxyphenyl)-4'-(trifluoromethoxy)-[1,1'-biphenyl]-4-sulfonamide